N-(4-(2-(4-Acrylamido-1-methyl-1H-pyrazol-3-yl)-3H-imidazo[4,5-b]pyridin-7-yl)-2-fluorobenzyl)-3-(tert-butyl)-1,2,4-oxadiazole-5-carboxamide C(C=C)(=O)NC=1C(=NN(C1)C)C1=NC=2C(=NC=CC2C2=CC(=C(CNC(=O)C3=NC(=NO3)C(C)(C)C)C=C2)F)N1